IC=1C=C2C(=CNC2=CC1)C1CCN(CC1)CCCCC=1C=NN(C1)C1CCCC1 5-iodo-3-[1-[4-[1-cyclopentyl-1H-pyrazol-4-yl]butyl]-4-piperidinyl]-1H-indole